ClC1=C(C=CC(=C1)Cl)C1=C(OC2=C1C(N(C(=C2)C)CCC)=O)C 3-(2,4-dichlorophenyl)-2,6-dimethyl-5-propylfuro[3,2-c]pyridin-4(5H)-one